FC1=C(C=C(C=C1)[N+](=O)[O-])N(C1=NC(=NC=C1C1=CC=C(C=C1)C(F)(F)F)NC=1C=NN(C1)C)C N4-(2-fluoro-5-nitrophenyl)-N4-methyl-N2-(1-methyl-1H-pyrazol-4-yl)-5-(4-(trifluoromethyl)phenyl)pyrimidine-2,4-diamine